2-[4-[(E)-3-(2,4-Dihydroxyphenyl)-3-oxoprop-1-enyl]-2-ethoxyphenoxy]-N-(2-methoxyphenyl)acetamide OC1=C(C=CC(=C1)O)C(/C=C/C1=CC(=C(OCC(=O)NC2=C(C=CC=C2)OC)C=C1)OCC)=O